(S)-5-methoxy-4-((2-(4-(methoxycarbonyl)phenyl)-4-(pyridin-3-yl)piperidin-1-yl)methyl)-7-Methyl-1H-indole-1-carboxylic acid tert-butyl ester C(C)(C)(C)OC(=O)N1C=CC2=C(C(=CC(=C12)C)OC)CN1[C@@H](CC(CC1)C=1C=NC=CC1)C1=CC=C(C=C1)C(=O)OC